FC1(CN(CC[C@H]1NC1=NN2C(C(=N1)OC([2H])([2H])[2H])=C(C=C2)C=2C=CC1=C(N(N=N1)CCF)C2)C2COC2)F (R)-N-(3,3-difluoro-1-(oxetan-3-yl)piperidin-4-yl)-5-(1-(2-fluoroethyl)-1H-benzo[d][1,2,3]triazol-6-yl)-4-(methoxy-d3)pyrrolo[2,1-f][1,2,4]triazin-2-amine